N-methacryloylethylenediamine hydrochloride Cl.C(C(=C)C)(=O)NCCN